C(#N)C1=CC=C(C=C1)C=1N=CC=2N(C1)C=C(N2)C(=O)NC[C@@H](CN2CC1=CC=CC=C1CC2)O (S)-6-(4-cyanophenyl)-N-(3-(3,4-dihydroisochinolin-2(1H)-yl)-2-hydroxypropyl)imidazo[1,2-a]pyrazin-2-carboxamid